N-methyl-4-oxo-3-(prop-2-yn-1-yl)-3,4-dihydroimidazo[5,1-d][1,2,3,5]tetrazine-8-carboxamide CNC(=O)C=1N=CN2C1N=NN(C2=O)CC#C